(2r,6r)-4-(7-cyanopyrazolo[1,5-a]pyridin-4-yl)-6-methyl-N-(5-methyl-5-azaspiro[2.4]heptan-7-yl)morpholine-2-carboxamide C(#N)C1=CC=C(C=2N1N=CC2)N2C[C@@H](O[C@@H](C2)C)C(=O)NC2CN(CC21CC1)C